trimethyl-N-octylammonium C[N+](CCCCCCCC)(C)C